methyl 2-fluoro-5-[[(2S)-1-[6-oxo-5-(trifluoromethyl)-1,6-dihydropyridazin-4-yl]pyrrolidin-2-yl]methoxy]benzoate FC1=C(C(=O)OC)C=C(C=C1)OC[C@H]1N(CCC1)C=1C=NNC(C1C(F)(F)F)=O